N=1N(N=C2C1C=CC=C2)C=2C=C(CCOC(C(=C)C)=O)C=CC2O 3-(2H-benzotriazol-2-yl)-4-hydroxyphenethylmethacrylate